FC(OC=1C=NC(=NC1)NC1CCN(CC1)S(=O)(=O)C1=CC(=C(C#N)C=C1)CN1CCC(CC1)C1=CC=C2C(=NN(C2=C1)C)N1C(NC(CC1)=O)=O)F 4-((4-((5-(difluoromethoxy)pyrimidin-2-yl)amino)piperidin-1-yl)sulfonyl)-2-((4-(3-(2,4-dioxotetrahydropyrimidin-1(2H)-yl)-1-methyl-1H-indazol-6-yl)piperidin-1-yl)methyl)benzonitrile